1-(4-((4-((2-fluoro-4-((4-(2-methoxypyrimidin-5-yl)thiazol-2-yl)oxy)phenyl)amino)-7-methoxyquinazolin-6-yl)amino)piperidin-1-yl)prop-2-en-1-one FC1=C(C=CC(=C1)OC=1SC=C(N1)C=1C=NC(=NC1)OC)NC1=NC=NC2=CC(=C(C=C12)NC1CCN(CC1)C(C=C)=O)OC